((((E)-chlorofluoromethylene) amino) oxy) fluorophosphonate FP(OO/N=C(\F)/Cl)([O-])=O